C(C)(C)(C)OC(=O)N1C[C@H](CC1)NC(C1=CC(=CC=C1)C1=NOC(=N1)C)=O (3S)-3-[[3-(5-methyl-1,2,4-oxadiazol-3-yl)benzoyl]amino]pyrrolidine-1-carboxylic acid tert-butyl ester